C(C)(C)C1=C(NC2=CC=C(C=C12)C1CCN(CC1)CC(=O)NC)C1=CC=2N(C=C1)N=C(C2)C 2-(4-(3-isopropyl-2-(2-methylpyrazolo[1,5-a]pyridin-5-yl)-1H-indol-5-yl)piperidin-1-yl)-N-methylacetamide